NC1=NC=C(C2=C1C(=CN2C)Br)C#N 4-amino-3-bromo-1-methyl-1H-pyrrolo[3,2-c]pyridine-7-carbonitrile